CC1=CC=C(C=C1)S(=O)(=O)OCCCCCCOS(=O)(=O)C1=CC=C(C)C=C1 1,6-di-p-toluenesulfonyloxyhexane